C(C1=CC=CC=C1)NC(=O)C=1SC=C(C1)NC(C(C)C)=O N-benzyl-4-(2-methylpropionylamino)thiophene-2-carboxamide